Zinc (II) (3-(tert-butoxy)-3-oxopropyl) bromide C(C)(C)(C)OC(CCBr)=O.[Zn+2]